C(C)(C)NC(C(CCCC)N1C(=NC2=C1C=CC=C2)C2=C(C(=CC=C2)OC)OC)=O 2-[2-(2,3-dimethoxy-phenyl)-benzimidazol-1-yl]-hexanoic acid isopropylamide